CC1(CCC(O1)CN1C=NC2=C1C=CC=C2)C ((5,5-dimethyltetrahydrofuran-2-yl)methyl)-1H-benzo[d]imidazole